2,3-dihydroxy-pyridine OC1=NC=CC=C1O